OC(C)(C)C=1SC(=CC1C#N)C1=NC(=NC=C1C(F)(F)F)NC1CCN(CC1)S(=O)(=O)C=1C=NN(C1)C 2-(2-hydroxypropan-2-yl)-5-(2-((1-((1-methyl-1H-pyrazol-4-yl)sulfonyl)piperidin-4-yl)amino)-5-(trifluoromethyl)pyrimidin-4-yl)thiophene-3-carbonitrile